C(C)(=O)OCCCCCCC\C=C\C=C\C (E,E)-8,10-Dodecadienyl acetate